2-(4-chloro-3-fluorophenoxy)-N-(3-(hydroxymethyl)bicyclo[1.1.1]pent-1-yl)acetamide antimony(V) hydrogen carbonate C(O)([O-])=O.[Sb+5].ClC1=C(C=C(OCC(=O)NC23CC(C2)(C3)CO)C=C1)F.C(O)([O-])=O.C(O)([O-])=O.C(O)([O-])=O.C(O)([O-])=O